CNC=1C=CC=2N(C1)C(=CN2)C(=O)NC2=CC=CC=C2 6-(methylamino)-N-phenylimidazo[1,2-a]pyridin-3-carboxamide